[1,3]thiazolo[5,4-d][1,3]thiazol-2-amine S1C(=NC2=C1N=CS2)N